ClCCCCCCOCCOCCOCCOCCNC(CCC(=O)N1CCC(CC1)C1=NN(C=2C=CC=C(C12)C1=C(C=C2C=NN(C2=C1)C)F)CC(=O)NCC(=O)NCC(=O)O)=O (2-(3-(1-(23-chloro-4-oxo-8,11,14,17-tetraoxa-5-azatricosanoyl)piperidin-4-yl)-5'-fluoro-1'-methyl-1H,1'H-[4,6'-biindazol]-1-yl)acetyl)glycylglycine